7-methoxy-2,2-dimethyl-2H-chromene COC1=CC=C2C=CC(OC2=C1)(C)C